4-chlorobenzyl (4-((4-(pyrazin-2-yl)piperazin-1-yl)methyl)phenyl)carbamate N1=C(C=NC=C1)N1CCN(CC1)CC1=CC=C(C=C1)NC(OCC1=CC=C(C=C1)Cl)=O